(2-AZABICYCLO[3.1.0]HEXAN-2-YL)PYRAZOLO[1,5-A]PYRIMIDIN C12N(CCC2C1)C1=NN2C(N=CC=C2)=C1